4-fluoromethylaniline trifluoroacetate FC(C(=O)O)(F)F.FCC1=CC=C(N)C=C1